vanadium (V) phosphorus [P+3].[V+5]